BrCCOC=1C=C2C=CC(N(C2=NC1)C1CC(C1)(C)O)=O 6-(2-bromoethoxy)-1-[(cis)-3-hydroxy-3-methylcyclobutyl]-1,2-dihydro-1,8-naphthyridin-2-one